2-ethynyl-N-(4-nitrophenyl)thiazole-4-carboxamide C(#C)C=1SC=C(N1)C(=O)NC1=CC=C(C=C1)[N+](=O)[O-]